C(C)(C)(C)OC(=O)N1[C@@]2(CNC[C@@H]1CC2)C2=C(C(=NC1=C(C(=NC=C21)Cl)F)O)C#N (1R,5S)-(7-chloro-3-cyano-8-fluoro-2-hydroxy-1,6-naphthyridin-4-yl)-3,8-diazabicyclo[3.2.1]Octane-8-carboxylic acid tert-butyl ester